4-[(5,6,7,8-Tetrahydro-5,5,8,8-tetramethyl-2-naphthalenyl)carboxamido]benzoic acid CC1(CCC(C2=C1C=CC(=C2)C(=O)NC3=CC=C(C=C3)C(=O)O)(C)C)C